ClC1=C(C(=O)OC)C=C(C(=N1)Cl)C Methyl 2,6-dichloro-5-methylnicotinate